2-(3-cyanopiperidin-1-yl)-N-(5-(2,4-difluorophenoxy)pyridin-2-yl)propanamide C(#N)C1CN(CCC1)C(C(=O)NC1=NC=C(C=C1)OC1=C(C=C(C=C1)F)F)C